(R)-6-(4-methoxyphenylsulfonimidoyl)-2-((6-methoxypyridin-3-yl)methyl)phthalazin-1(2H)-one COC1=CC=C(C=C1)[S@](=O)(=N)C=1C=C2C=NN(C(C2=CC1)=O)CC=1C=NC(=CC1)OC